C(C)(C)(C)OC(=O)N1CCC2(CC1)CCN(CC2)C2=C(C=C(C(=C2)OC)[N+](=O)[O-])C=2C=NN(C2)C 9-(5-methoxy-2-(1-methyl-1H-pyrazol-4-yl)-4-nitrophenyl)-3,9-diazaspiro[5.5]undecane-3-carboxylic acid tert-butyl ester